CC1=NN2C(C(NC=C2)=O)=C1 2-methyl-5H-pyrazolo[1,5-a]pyrazin-4-one